amidinosulfonamide C(N)(=N)S(=O)(=O)N